(R)-ethyl 2-(3-(5-(3-hydroxy-1-methyl-2-oxopyrrolidin-3-yl)isoxazol-3-yl)phenyl)-5-((1-methyl-1H-pyrazol-4-yl)amino)thiazole-4-carboxylate O[C@@]1(C(N(CC1)C)=O)C1=CC(=NO1)C=1C=C(C=CC1)C=1SC(=C(N1)C(=O)OCC)NC=1C=NN(C1)C